6-(5-{[(1S,2S,3R)-2-fluoro-8-azabicyclo[3.2.1]octan-3-yl](methyl)amino}pyrazin-2-yl)-5-hydroxy-2-methyl-1,2-dihydroisoquinolin-1-one F[C@H]1[C@@H]2CCC(C[C@H]1N(C=1N=CC(=NC1)C=1C(=C3C=CN(C(C3=CC1)=O)C)O)C)N2